S1N=CC(=C1)CN 1-(1,2-thiazol-4-yl)methanamine